C(CC(C)C)C1=C(C=C(C=C1O)O)O 1-Isopentyl-2,4,6-trihydroxybenzene